(6R)-3-(5-(difluoromethoxy)-2-fluorophenyl)-1-(1,1-difluoropropan-2-yl)-N-(3-methyl-1,1-dioxidothietan-3-yl)-4,5,6,7-tetrahydro-1H-indazole-6-carboxamide FC(OC=1C=CC(=C(C1)C1=NN(C=2C[C@@H](CCC12)C(=O)NC1(CS(C1)(=O)=O)C)C(C(F)F)C)F)F